FC=1C=2N(C=CC1)C(=CN2)C2=NC=C(C1=C2CNC1=O)NC1=NC=C(C=C1)C1(CCOCC1)O 4-(8-fluoro-imidazo[1,2-a]pyridin-3-yl)-7-((5-(4-hydroxytetra-hydro-2H-pyran-4-yl)pyridin-2-yl)amino)-2,3-dihydro-1H-pyrrolo[3,4-c]pyridin-1-one